S(=O)(=O)(O)O.C(CCC)C1=NC=CC=C1 butylpyridine hydrogensulfate